N-succinimidyloxycarbonyl-α-methyl-α-(2-pyridyldithio)toluene (pyrrolidin-2-yl)methyl-2-(2-acetoxybenzoyl)oxybenzoate Hydrochloride Cl.N1C(CCC1)COC(C1=C(C=CC=C1)OC(C1=C(C=CC=C1)OC(C)=O)=O)=O.C1(CCC(N1OC(=O)N1C(C=CC=C1)SSC(C1=CC=CC=C1)C)=O)=O